N-(4-(5-(chroman-8-yl)-4H-1,2,4-triazol-3-yl)-3-(6-azaspiro[2.5]octan-6-yl)phenyl)methanesulfonamide O1CCCC2=CC=CC(=C12)C=1NC(=NN1)C1=C(C=C(C=C1)NS(=O)(=O)C)N1CCC2(CC2)CC1